2-[(3-methoxy-1-adamantyl)amino]-1,4-dihydroimidazol-5-one COC12CC3(CC(CC(C1)C3)C2)NC=2NC(CN2)=O